5-cyclopropyl-N-[(5R)-5-(5-cyclopropyl-1,3,4-oxadiazol-2-yl)piperidin-3-yl]-N-(2-methylpropyl)-3-{[(1r,3r)-3-methoxycyclobutyl]amino}pyridine-2-carboxamide C1(CC1)C=1C=C(C(=NC1)C(=O)N(CC(C)C)C1CNC[C@@H](C1)C=1OC(=NN1)C1CC1)NC1CC(C1)OC